BrC=1NC(=NN1)C(C(=O)OCC)C(C1CC1)C1CC1 ethyl 2-(5-bromo-4H-1,2,4-triazol-3-yl)-3,3-dicyclopropyl-propanoate